C(C1=CC=CC=C1)N1CC[C@H](CCC1)C=1C=C2CNC(C2=CC1)=O 5-((S)-1-benzylazepan-4-yl)-1-oxoisoindolin